CN1N=C(C(=C1)C=1C=C(C=NC1)C[C@@H]1CC[C@H](CC1)C(=O)N1OCC[C@H]1C1=NC=CN=C1)C trans-[4-[[5-(1,3-dimethylpyrazol-4-yl)-3-pyridyl]methyl]cyclohexyl]-[(3S)-3-pyrazin-2-ylisoxazolidin-2-yl]methanone